OCCS(=O)(=O)CC(CCC[C@](C(=O)NNC)(C)C1=CC(=CC=C1)I)(C)C (2R)-7-(2-hydroxyethylsulfonyl)-2-(3-iodophenyl)-N',2,6,6-tetramethyl-heptanehydrazide